1-benzyl-3-hydroxy-4-[(1-benzyl-pyrrolidin-3-ylamino)methyl]pyridin-2(1H)-one C(C1=CC=CC=C1)N1C(C(=C(C=C1)CNC1CN(CC1)CC1=CC=CC=C1)O)=O